2-Amino-6-methyl-6,7,8,9-tetrahydro-5H-thiazolo[4',5':4,5]benzo[1,2-c]azepine-5-one NC=1SC=2C(=CC3=C(C(N(CCC3)C)=O)C2)N1